C(\C=C/C=C)(=O)N cis-2,4-pentadiene-amide